Methyl 2-[4-[5-amino-4-cyano-1-[2,2,2-trifluoro-1-(trideuteriomethyl)ethyl]pyrazol-3-yl]phenyl]propanoate NC1=C(C(=NN1C(C(F)(F)F)C([2H])([2H])[2H])C1=CC=C(C=C1)C(C(=O)OC)C)C#N